[(2S,4EZ)-1-Benzoyl-4-(methoxyimino)pyrrolidin-2-yl]methanol C(C1=CC=CC=C1)(=O)N1[C@@H](CC(C1)=NOC)CO